C(C1=CC=CC=C1)N(C1CCC(CC1)N1C[C@H](CC1)F)CC1=CC=CC=C1 N,N-dibenzyl-4-((S)-3-fluoropyrrolidin-1-yl)cyclohexan-1-amine